4-[5-(1-Cyclopropylmethyl-1H-pyrazol-4-yl)-1-methyl-2-oxo-1,2-dihydro-pyridin-4-yl]-N-methylbenzamide C1(CC1)CN1N=CC(=C1)C=1C(=CC(N(C1)C)=O)C1=CC=C(C(=O)NC)C=C1